NC1=NC2=C(C=C(C=C2C(N1)=O)CN)CSC1=CC=CC=C1 2-amino-6-aminomethyl-8-phenylsulfanylmethyl-3h-quinazolin-4-one